COC1=CC(=NC=C1)C1=NSC(=N1)NC1=NC=C(C=C1N(C(C)=O)C)C(F)(F)F N-(2-((3-(4-Methoxypyridin-2-yl)-1,2,4-thiadiazol-5-yl)amino)-5-(trifluoromethyl)pyridin-3-yl)-N-methylacetamide